4-fluoro-1H-pyrazole-3-sulfonimidamide FC=1C(=NNC1)S(=O)(N)=N